NC=1C(=NC2=CC=C(C=C2N1)CN(C(=O)C=1C=NC(=NC1)C)C1=C(C=CC=C1)S(=O)(=O)C)C N-[(3-amino-2-methylquinoxalin-6-yl)methyl]-N-(2-methanesulfonylphenyl)-2-methylpyrimidine-5-carboxamide